CN[C@@H]1[C@H](COC1)O (3R,4S)-4-(methylamino)tetrahydrofuran-3-ol